7-bromo-2-(methylthio)thiazolo[5,4-c]Pyridine BrC=1C2=C(C=NC1)SC(=N2)SC